(Z)-5-((triisopropylsilyl)methylene)-4-undecylfuran-2(5H)-one C(C)(C)[Si](C(C)C)(C(C)C)\C=C/1\C(=CC(O1)=O)CCCCCCCCCCC